6-{5-chloro-2-[4-(trifluoromethyl)-1H-1,2,3-triazol-1-yl]Phenyl}pyrimidin-4-ol ClC=1C=CC(=C(C1)C1=CC(=NC=N1)O)N1N=NC(=C1)C(F)(F)F